FC=1C(=C2C(=NC1)NC=C2C(=O)C=2C(=NC(=CC2)OC2=C(C=CC=C2)F)C)N[C@H]2CO[C@@H](CC2)CO (5-fluoro-4-(((3R,6S)-6-(hydroxymethyl)tetrahydro-2H-pyran-3-yl)amino)-1H-pyrrolo[2,3-b]pyridin-3-yl)(6-(2-fluorophenoxy)-2-methylpyridin-3-yl)methanone